[3-(methoxycarbonyl)-4-methylphenyl]boronic acid COC(=O)C=1C=C(C=CC1C)B(O)O